2-bromo-5-(trideuteriomethoxy)pyridin-4-amine BrC1=NC=C(C(=C1)N)OC([2H])([2H])[2H]